FC1=C(C(=O)[O-])C=C(C=C1C=1SC(=CN1)C)OC1COC1.[Li+] lithium 2-fluoro-3-(5-methylthiazol-2-yl)-5-(oxetan-3-yloxy)benzoate